NCCNCCC[Si](OCC)(OCC)OCC N-(2-aminoethyl)-3-aminopropyltriethoxy-silane